(±)-(2S)-Ethyl 2-((6-(5-((((cyclobutylmethyl)(methyl)carbamoyl)oxy)methyl)-1-methyl-1H-1,2,3-triazol-4-yl)-2-methylpyridin-3-yl)oxy)bicyclo[3.1.0]hexane-6-carboxylate C1(CCC1)CN(C(=O)OCC1=C(N=NN1C)C1=CC=C(C(=N1)C)O[C@@H]1C2C(C2CC1)C(=O)OCC)C